(S)-5-chloro-6-methoxy-N-(4-(1-((4-methyl-4H-1,2,4-triazol-3-yl)thio)ethyl)pyridin-2-yl)picolinamide ClC=1C=CC(=NC1OC)C(=O)NC1=NC=CC(=C1)[C@H](C)SC1=NN=CN1C